tris[2-(4-n-hexylphenyl)quinoline] iridium [Ir].C(CCCCC)C1=CC=C(C=C1)C1=NC2=CC=CC=C2C=C1.C(CCCCC)C1=CC=C(C=C1)C1=NC2=CC=CC=C2C=C1.C(CCCCC)C1=CC=C(C=C1)C1=NC2=CC=CC=C2C=C1